C(C1=CC=CC=C1)OC(=O)NC[C@H]1CN(C[C@H]1O)C(=O)OC(C)(C)C tert-butyl (3S,4S)-3-(benzyloxycarbonylaminomethyl)-4-hydroxy-pyrrolidine-1-carboxylate